N-[2-(4-fluorophenyl)-2-[[5-[5-(trifluoromethyl)-1,2,4-oxadiazol-3-yl]pyrimidin-2-yl]amino]ethyl]-cyclopropanesulfonamide FC1=CC=C(C=C1)C(CNS(=O)(=O)C1CC1)NC1=NC=C(C=N1)C1=NOC(=N1)C(F)(F)F